O[C@H]1CC(O[C@@H]1CO)=O (4S,5R)-4-hydroxy-5-(hydroxymethyl)dihydrofuran-2(3H)-one